(S)-1-(2-fluoro-4-(methylsulfinyl)phenyl)piperazine FC1=C(C=CC(=C1)[S@@](=O)C)N1CCNCC1